BrC=1C=2N(C=C(C1)OC)C=C(N2)[C@@H](C)N[S@](=O)C(C)(C)C (R)-N-((R)-1-(8-bromo-6-methoxyimidazo[1,2-a]pyridin-2-yl)ethyl)-2-methylpropane-2-sulfinamide